O1C(=CC=C1)CN(C(C)=O)CC1=CC=NC=C1 N-(furan-2-ylmethyl)-N-(pyridin-4-ylmethyl)acetamide